N-methyl-1-methyl-5-(4-methylpiperazin-1-yl)pentylamine CNC(CCCCN1CCN(CC1)C)C